ethyl 1-[3-(3-hydroxy-4-methoxyphenyl)-1-oxoprop-2-enyl]-4-{[(2-methylpropan-2-yl) oxy] carbonyl}-1,2,3,4-tetrahydroquinoxaline-6-carboxylate OC=1C=C(C=CC1OC)C=CC(=O)N1CCN(C2=CC(=CC=C12)C(=O)OCC)C(=O)OC(C)(C)C